FC=1C=C(COC=2C=C3N(C(N2)=O)CC2(COC2)N3C)C=C(C1OC=1C=NN(C1)C)F 7-((3,5-Difluoro-4-((1-methyl-1H-pyrazol-4-yl)oxy)benzyl)oxy)-1-methyl-1H-spiro[imidazo[1,2-c]pyrimidine-2,3'-oxetan]-5(3H)-one